6-(2-fluoro-2-methylpropyloxy)quinoline-4-carboxylic acid FC(COC=1C=C2C(=CC=NC2=CC1)C(=O)O)(C)C